COS(=O)(=O)O.S(=O)(OC=C)O vinyl sulfite methyl-sulfate